C(C)(C)(C)C1(NC(=NC(=N1)NCC)SC)N 2-tert-butyl-N4-ethyl-6-methylsulfanyl-1,3,5-triazine-2,4-diamine